6-{[1-(6-Methoxypyridin-3-yl)-4-methyl-1H-1,2,3-triazol-5-yl]methoxy}-1,2,3,4-tetrahydro-2,7-naphthyridine-2-carboxylic acid tert-butyl ester C(C)(C)(C)OC(=O)N1CC2=CN=C(C=C2CC1)OCC1=C(N=NN1C=1C=NC(=CC1)OC)C